C1(CC1)C(=O)NC1=CC(=C(N=N1)C(=O)NC([2H])([2H])[2H])NC1=CC=CC=2C3=C(N(C(=N3)C)C)C3(COC3)N(C12)C 6-(cyclopropanecarboxamido)-N-(methyl-d3)-4-((2,3,5-trimethyl-3,5-dihydrospiro[imidazo[4,5-c]quinoline-4,3'-oxetan]-6-yl)amino)pyridazine-3-carboxamide